1-(5-((2,6-dichlorobenzyl)oxy)-2,3-dihydro-1H-inden-1-yl)-4-methylpiperidine-4-carboxylic acid ClC1=C(COC=2C=C3CCC(C3=CC2)N2CCC(CC2)(C(=O)O)C)C(=CC=C1)Cl